Cl.CC1=NC(=CC=C1)S(=O)(=O)N1CC=2CNCC2C1 2-methyl-6-[1h,2h,3h,4h,5h,6h-pyrrolo[3,4-c]pyrrole-2-sulfonyl]pyridine hydrochloride